O=C1NC(CCC1N1C(N(C2=C1C=CC(=C2)C2CCN(CC2)C(=O)C2CCC(CC2)NC(OC(C)(C)C)=O)C)=O)=O Tert-butyl ((1R,4R)-4-(4-(1-(2,6-dioxopiperidin-3-yl)-3-methyl-2-oxo-2,3-dihydro-1H-benzo[d]imidazol-5-yl)piperidine-1-carbonyl)cyclohexyl)carbamate